C[C@H]1[C@H](N1C(C1=CC=CC=C1)(C1=CC=CC=C1)C1=CC=CC=C1)C(=O)OC methyl (2S,3S)-3-methyl-1-trityl-aziridine-2-carboxylate